C(C)OCCCl 2-chloroethyl ethyl ether